(S)-5-((((5-chloro-6-(((S)-4-(2-fluoro-3-methoxyphenyl)-2,3-dihydro-1H-inden-1-yl)oxy)-2-methoxypyridin-3-yl)methyl)amino)methyl)pyrrolidin-2-one ClC=1C=C(C(=NC1O[C@H]1CCC2=C(C=CC=C12)C1=C(C(=CC=C1)OC)F)OC)CNC[C@@H]1CCC(N1)=O